C(C)C=1C=CC(=C(C1)S(=O)(=O)NC1=NOC2=C1C(=CC(=C2)OC=2SC=C(N2)CNC(OC)=O)OC)OC methyl ((2-((3-((5-ethyl-2-methoxyphenyl)sulfonamido)-4-methoxybenzo[d]isoxazol-6-yl)oxy)thiazol-4-yl)methyl)carbamate